SC(C)CCCCCCC 2-mercapto-nonane